COC=1C=C2C(=CC=NC2=CC1OC)OC1=C(C=C(C=C1)NC(=O)C1=CN(C(=C(C1=O)C1=CC=C(C=C1)F)C)CC(F)(F)F)F N-[4-(6,7-Dimethoxyquinolin-4-yl)oxy-3-fluorophenyl]-5-(4-fluorophenyl)-6-methyl-4-oxo-1-(2,2,2-trifluoroethyl)pyridine-3-carboxamide